FC(C(=O)O)(F)F.CN(C([C@H](CCCCN1C(C2C3(C(=C(C(C2(C1=O)Br)(C3=O)C)C3=CC=CC=C3)C3=CC=CC=C3)C)=O)N)=O)C N,N-Dimethyl-(2S)-2-amino-6-(3a-bromo-4,7-dimethyl-1,3,8-trioxo-5,6-diphenyl-1,3,3a,4,7,7a-hexahydro-2H-4,7-methanoisoindol-2-yl)-hexanamide trifluoroacetic acid salt